α-glucose pentapropionate C(CC)(=O)O[C@@H]1[C@H](OC(CC)=O)[C@@H](OC(CC)=O)[C@H](OC(CC)=O)[C@H](O1)COC(CC)=O